rel-(R)-3-(4-chloro-3-((2,2-dimethyl-2,3-dihydropyrido[2,3-f][1,4]oxazepin-4(5H)-yl)methyl)phenyl)-3-(1,4-dimethyl-1H-benzo[d][1,2,3]triazol-5-yl)propanoic acid ClC1=C(C=C(C=C1)[C@@H](CC(=O)O)C1=C(C2=C(N(N=N2)C)C=C1)C)CN1CC(OC2=C(C1)N=CC=C2)(C)C |o1:7|